C(C)N(C(OC(C)(C)C)=O)CC1=CC(=CC=C1)B1OC(C(O1)(C)C)(C)C tert-butyl ethyl(3-(4,4,5,5-tetramethyl-1,3,2-dioxaborolan-2-yl)benzyl)carbamate